C(C)(=O)N(C1=C(C=C(C=C1)C1=CC=C(C=N1)NC(COC1=CC=CC=C1)=O)Cl)CC1CC1 N-[6-[4-[acetyl(cyclopropylmethyl)amino]-3-chloro-phenyl]-3-pyridyl]-2-phenoxy-acetamide